(1S)-1-[(2S,4r)-4-fluoro-1-methylpyrrolidin-2-yl]ethanol F[C@@H]1C[C@H](N(C1)C)[C@H](C)O